(S)-4-(4-amino-2-(4-(2-fluoroacryloylamino)phenyl)-7-(3-(3-hydroxypyrrolidin-1-yl)prop-1-yn-1-yl)-1-methyl-1H-pyrrolo[3,2-c]pyridin-3-yl)-2-methoxy-N-(2,2,2-trifluoroethyl)benzamide NC1=NC=C(C2=C1C(=C(N2C)C2=CC=C(C=C2)NC(C(=C)F)=O)C2=CC(=C(C(=O)NCC(F)(F)F)C=C2)OC)C#CCN2C[C@H](CC2)O